1-(2,6-difluorophenyl)propan-1-one FC1=C(C(=CC=C1)F)C(CC)=O